N1=C(C=CC=C1)NC(=O)C=1C=CC(=C2C=CC=NC12)N[C@@H]1CN(CC1)C(=O)OC(C)(C)C tert-butyl (S)-3-((8-(pyridin-2-ylcarbamoyl)quinolin-5-yl)amino)pyrrolidine-1-carboxylate